m-bromobenzyl bromide BrC=1C=C(CBr)C=CC1